4-chloro-2'-hydroxy-4'-methoxy-3'-(hydroxyethylpiperazin-1-yl)methyl-chalcone ClC1=CC=C(C=C1)\C=C\C(=O)C1=C(C(=C(C=C1)OC)CN1C(CNCC1)CCO)O